(1R,4R)-N-((3-azaspiro[5.5]undecan-9-yl)methyl)-4-(4-(((R)-1-(3-Amino-5-(trifluoromethyl)phenyl)ethyl)amino)-7-methoxy-2-methylquinazolin-6-yl)-N-methylcyclohexane-1-Formamide C1CNCCC12CCC(CC2)CN(C(=O)C2CCC(CC2)C=2C=C1C(=NC(=NC1=CC2OC)C)N[C@H](C)C2=CC(=CC(=C2)C(F)(F)F)N)C